4-amino-7-cyanoimidazo[1,5-a]quinoxaline-8-carboxylic Acid NC=1C=2N(C3=CC(=C(C=C3N1)C#N)C(=O)O)C=NC2